5'-bromo-4'-fluorospiro[cyclopropane-1,3'-dihydroindole]-2'-one BrC=1C(=C2C3(C(NC2=CC1)=O)CC3)F